2-(3,3-Difluoro-1-methylcyclobutyl)-N-(4-(6-fluoro-3,4-dihydroisoquinolin-2(1H)-yl)-2,6-Dimethylphenyl)acetamide FC1(CC(C1)(C)CC(=O)NC1=C(C=C(C=C1C)N1CC2=CC=C(C=C2CC1)F)C)F